methyl-2-((4,6-dimethoxy-pyrimidin-2-yl)seleno)benzoic acid CC=1C(=C(C(=O)O)C=CC1)[Se]C1=NC(=CC(=N1)OC)OC